C(C)(C)(C)OC(=O)N1C=C(C=2C1=NC=C(N2)C2=CC(=CC(=C2)N2[C@@H](CCC2)C)C(C)N(C)C)C=2C=NN(C2)C2CCOCC2 2-(3-(1-(Dimethylamino)ethyl)-5-((R)-2-methylpyrrolidin-1-yl)phenyl)-7-(1-(tetrahydro-2H-pyran-4-yl)-1H-pyrazol-4-yl)-5H-pyrrolo[2,3-b]pyrazine-5-carboxylic acid tert-butyl ester